(S)-4-((4-(3-carbamoyl-2-(4-phenoxyphenyl)-4,5,6,7-tetrahydropyrazolo[1,5-a]pyrimidin-7-yl)-[1,4'-bipiperidin]-1'-yl)methyl)piperidine-1-carboxylic acid tert-butyl ester C(C)(C)(C)OC(=O)N1CCC(CC1)CN1CCC(CC1)N1CCC(CC1)[C@@H]1CCNC=2N1N=C(C2C(N)=O)C2=CC=C(C=C2)OC2=CC=CC=C2